3β-p-iodophenyl-demethyl-tropane IC1=CC=C(C=C1)[C@@H]1C[C@H]2CC[C@@H](C1)N2